(3-fluorophenyl)-2,4-dihydroxy-5-isopropyl-N-propylbenzamide FC=1C=C(C=CC1)C=1C(=C(C(=O)NCCC)C=C(C1O)C(C)C)O